azacyclododecane-2-one N1C(CCCCCCCCCC1)=O